(1S,2R,5R)-3-((6-(3-fluoro-4-methoxyphenoxy)pyridin-3-yl)sulfonyl)-N-hydroxy-8-(morpholine-4-carbonyl)-3,8-diazabicyclo[3.2.1]octane-2-carboxamide FC=1C=C(OC2=CC=C(C=N2)S(=O)(=O)N2[C@H]([C@@H]3CC[C@H](C2)N3C(=O)N3CCOCC3)C(=O)NO)C=CC1OC